SCCSCC(CS)SCCS 1,2-bis((2-mercaptoethyl)thio)-3-mercaptopropane